C1(CC1)C=1SC(=CN1)C=1C=C(C=CC1)N(C(=O)[C@@H]1CC[C@H](CC1)NC(CCS(=O)C)=O)C[C@@H]1CC[C@H](CC1)C1=CC(=C(C=C1)OC)C trans-N-(3-(2-Cyclopropylthiazol-5-yl)phenyl)-N-((trans-4-(4-methoxy-3-methylphenyl)cyclohexyl)methyl)-4-(3-(methylsulfinyl)propanamido)cyclohexanecarboxamide